1-[4-[4-(benzo[b]thiophen-4-yl)piperazin-1-yl]butyl]-7-(benzyloxy)quinolin-2(1H)-one S1C2=C(C=C1)C(=CC=C2)N2CCN(CC2)CCCCN2C(C=CC1=CC=C(C=C21)OCC2=CC=CC=C2)=O